4-(5-fluoro-2H-benzotriazol-2-yl)-1,3-benzenediol FC1=CC=2C(=NN(N2)C2=C(C=C(C=C2)O)O)C=C1